NC=1C2=C(N=CN1)N(C=C2)[C@H]2[C@@H]([C@@]1([C@H](O2)[C@H](CC1)OC1=CC=C2C=C3C(=NC2=C1)NCC3)O)O (2R,3R,3aS,6S,6aR)-2-(4-amino-7H-pyrrolo[2,3-d]pyrimidin-7-yl)-6-((2,3-dihydro-1H-pyrrolo[2,3-b]quinolin-7-yl)oxy)hexahydro-3aH-cyclopenta[b]furan-3,3a-diol